N-((1r,3r)-3-formylcyclobutyl)methanesulfonamide C(=O)C1CC(C1)NS(=O)(=O)C